2-allyl-1,3-dioxoisoindoline-5-carboxylic acid C(C=C)N1C(C2=CC=C(C=C2C1=O)C(=O)O)=O